CC1=C(C=CC=C1C(F)(F)F)[C@@H](C)NC1=NC=2N(C3=C1C=C(N=C3)C3CCOCC3)C=CN2 (R)-N-(1-(2-methyl-3-(trifluoromethyl)phenyl)ethyl)-3-(tetrahydro-2H-pyran-4-yl)imidazo[1,2-a]pyrido[4,3-e]pyrimidin-5-amine